monoelaidoylglycerol C(CCCCCCC\C=C\CCCCCCCC)(=O)C(CO)(O)CO